C1(=CC=CC=C1)C1OC2=C(C(C1)=O)C=CC=C2 2,3-dihydro-2-phenylbenzopyran-4-one